C(C)(C)N(C(COC=1SC(=NN1)C(F)(F)F)=O)C1=CC=C(C=C1)F N-isopropyl-N-(4-fluorophenyl)-α-(5-trifluoromethyl-1,3,4-thiadiazol-2-yloxy)acetamide